7-(cyclopropylmethoxy)-5-fluoro-2-[(piperidin-4-ylsulfanyl)methyl]-3H-quinazolin-4-one C1(CC1)COC1=CC(=C2C(NC(=NC2=C1)CSC1CCNCC1)=O)F